N-(1,1-dimethylethyl)dimethyl-silanamide titanium (IV) [Ti+4].CC(C)(C)N([Si](=O)C)C